N5-pyridin-3-yl-Biguanide Hydrochloride Cl.N1=CC(=CC=C1)NC(NC(N)=N)=N